ClCC(=O)N([C@@H](C)C1=CC=C(C=C1)C(F)(F)F)C1(CN(C1)C1=CC=CC=C1)C#N (S)-2-chloro-N-(3-cyano-1-phenylazetidin-3-yl)-N-(1-(4-(trifluoromethyl)phenyl)ethyl)acetamide